COC1=C(C=C(C=C1)C1(COCC1)C)S(=O)(=O)N 2-methoxy-5-(3-methyltetrahydrofuran-3-yl)benzenesulfonamide